2-(4-methoxypiperidin-1-yl)nicotinonitrile COC1CCN(CC1)C1=C(C#N)C=CC=N1